S1C=CC2=C1C1=C(C=C2)SSC=C1 dithiino-benzothiophene